FC1=C(C(=CC=C1)F)C1=C(C=CC(=N1)C(=O)N)F 6-(2,6-difluorophenyl)-5-fluoropyridine-2-carboxamide